4-(5-methoxy-1H-indol-6-yl)-6-methylnicotinic acid methyl ester COC(C1=CN=C(C=C1C1=C(C=C2C=CNC2=C1)OC)C)=O